C1(C=CC=C1)C1=C(C=CC=C1)C(C)C cyclopentadienylcumen